C(C)(C)(C)OC(=O)N1CCN(CC1)C1=C2CCNC2=CC=C1 4-(indolin-4-yl)piperazine-1-carboxylic acid tert-butyl ester